ClC=1C(=NC=C(C1)C(F)(F)F)N1C[C@@H](CCC1)NC(OC(C)(C)C)=O (R)-tert-butyl (1-(3-chloro-5-(trifluoromethyl)pyridin-2-yl)piperidin-3-yl)carbamate